CN(CC(C)NCCCO)C 3-((1-(dimethylamino)propan-2-yl)amino)propan-1-ol